(1S,3S)-Isopropyl 3-((6-(5-(azidomethyl)-1-methyl-1H-1,2,3-triazol-4-yl)-2-methylpyridin-3-yl)oxy)cyclohexanecarboxylate N(=[N+]=[N-])CC1=C(N=NN1C)C1=CC=C(C(=N1)C)O[C@@H]1C[C@H](CCC1)C(=O)OC(C)C